tert-Butyl (3-(2-ethynyl-N-(1-(4-fluorobenzyl)-2-oxopyrrolidin-3-yl) thiazole-4-carboxamido)-5-methoxyphenyl)carbamate C(#C)C=1SC=C(N1)C(=O)N(C1C(N(CC1)CC1=CC=C(C=C1)F)=O)C=1C=C(C=C(C1)OC)NC(OC(C)(C)C)=O